2-(5-benzyl-4H-1,2,4-triazol-3-yl)-3,3-dicyclopropyl-N-[4-(3,5-dimethyl-1H-pyrazol-4-yl)phenyl]propanamide C(C1=CC=CC=C1)C=1NC(=NN1)C(C(=O)NC1=CC=C(C=C1)C=1C(=NNC1C)C)C(C1CC1)C1CC1